ClC1=NC(=NC=2C[C@@]3(CCC12)CO[C@H](C1=CC=C(C=C13)Cl)C)SC |r| (1SR,4RS)-4',6-dichloro-1-methyl-2'-(methylthio)-5',8'-dihydro-6'H-spiro[isochromane-4,7'-quinazoline]